NC1=CC=C(OC2=CC=C(C=C2)C2=CC=CC=3C4=CC=CC=C4CC23)C=C1 [4-(4-aminophenoxy)phenyl]fluorene